(S)-(2-(((tert-Butyldimethylsilyl)oxy)methyl)piperidin-1-yl)(5-methoxy-2-nitro-4-((triisopropylsilyl)oxy)phenyl)methanone [Si](C)(C)(C(C)(C)C)OC[C@H]1N(CCCC1)C(=O)C1=C(C=C(C(=C1)OC)O[Si](C(C)C)(C(C)C)C(C)C)[N+](=O)[O-]